7-chloro-1H-pyrrolo[2,3-c]pyridin-3-ylboronic acid ClC=1N=CC=C2C1NC=C2B(O)O